FC(F)(F)C1OCC1N (trifluoromethyl)oxetan-3-amine